C(#N)C1=C(C(=C(C(=C1C1=CC(=NC(=C1)C1=CC(=NC(=C1)C1=CC=CC=C1)C1=CC=CC=C1)C1=CC(=NC(=C1)C1=CC=CC=C1)C1=CC=CC=C1)N1C2=C(C=3C=CC=CC13)N=CC=C2)N2C1=CC=CC=C1C=1C=C(C=CC21)C#N)N2C1=CC=CC=C1C=1C=C(C=CC21)C#N)N2C1=C(C=3C=CC=CC23)N=CC=C1 9,9'-(4-cyano-3,6-bis(5H-pyrido[3,2-b]indol-5-yl)-5-(2,2'',6,6''-tetraphenyl-[4,2':6',4''-terpyridin]-4'-yl)-1,2-phenylene)bis(9H-carbazole-3-carbonitrile)